C(C1=CC=CC=C1)OC(=O)N1CCC(CC1)C(=O)O 1-(Benzyloxycarbonyl)-4-piperidinecarboxylic acid